2-amino-N-(2-dimethylaminoethyl)-2-ethyl-butyramide dihydrochloride Cl.Cl.NC(C(=O)NCCN(C)C)(CC)CC